FC(C1=NN=C(S1)N1N=CC2=C(C=C(C=C12)S(=O)(=O)N)N1CCN(CC1)C(C(C)C)=O)F 1-[5-(difluoromethyl)-1,3,4-thiadiazol-2-yl]-4-[4-(2-methylpropanoyl)piperazin-1-yl]indazole-6-sulfonamide